6-[4-(5-{[(3S,4R)-4-(2,6-Difluoro-4-methoxyphenyl)-2-oxopyrrolidin-3-yl]amino}-1,3,4-oxadiazol-2-yl)phenoxy]pyridin-3-carbonitril FC1=C(C(=CC(=C1)OC)F)[C@H]1[C@@H](C(NC1)=O)NC1=NN=C(O1)C1=CC=C(OC2=CC=C(C=N2)C#N)C=C1